8-(3,5-dichlorophenyl)-4-(dimethylamino)-1,7-naphthyridine-3-carboxylic acid ClC=1C=C(C=C(C1)Cl)C=1N=CC=C2C(=C(C=NC12)C(=O)O)N(C)C